FC(C=1C=C(C=C(C1)C(F)(F)F)Cl)(F)F 3,5-bistrifluoromethyl-chlorobenzene